N,N-diallyl-p-toluenesulfonamide C(C=C)N(S(=O)(=O)C1=CC=C(C)C=C1)CC=C